C(C1=CC=CC=C1)(=O)O[C@H](C)C1=CC2=C(N=C(N=C2)NC2=CC=C(C=N2)N2C(CN(CC2)C(=O)OC(C)(C)C)=O)C(=N1)NC(C)C tert-butyl (R)-4-(6-((6-(1-(benzoyloxy) ethyl)-8-(isopropylamino)pyrido[3,4-d]pyrimidin-2-yl)amino)pyridin-3-yl)-3-oxopiperazine-1-carboxylate